[Bi].C1(=CC=CC=C1)C1(C(C2(CCC1C2(C)C)CS(=O)(=O)O)=O)C2=CC=CC=C2 diphenylcamphorsulfonic acid bismuth